N-((5-acetylthiophen-2-yl)methyl)-2-((tert-butyldiphenylsilyl)oxy)acetamide C(C)(=O)C1=CC=C(S1)CNC(CO[Si](C1=CC=CC=C1)(C1=CC=CC=C1)C(C)(C)C)=O